di-(4-tert-butyl-phenyl)-carbonate C(C)(C)(C)C1=CC=C(C=C1)OC(OC1=CC=C(C=C1)C(C)(C)C)=O